CC1=CC=C(C=C1)S(=O)(=O)OC[C@@H](CC(C)([N+](=O)[O-])C)CCCNC(=O)OC(C)(C)C (R)-2-(3-((tert-butoxycarbonyl)amino)propyl)-4-methyl-4-nitropentyl 4-methylbenzenesulfonate